O[C@@H]1[C@H](CC1)NC(=O)C=1C=NN2C1N=C(C=C2NC)NC=2C(N(C=CC2)N2C=CC=C2)=C=O N-((1S,2S)-2-Hydroxycyclobutyl)-7-(methylamino)-5-((2-carbonyl-1-(1H-pyrrol-1-yl)-1,2-dihydropyridin-3-yl)amino)pyrazolo[1,5-a]pyrimidine-3-carboxamide